C(C)C=1N=C2N(C=C(C=C2)C=2C=NC(=NC2)N2CCN(CC2)C(=O)C2CN(C2)C)C1N(C=1SC(=C(N1)C1=CC=C(C=C1)F)C#N)C 2-((2-ethyl-6-(2-(4-(1-methylazetidine-3-carbonyl)piperazin-1-yl)pyrimidin-5-yl)imidazo[1,2-a]pyridin-3-yl)(methyl)amino)-4-(4-fluorophenyl)thiazole-5-carbonitrile